ClC1=CC(=CC=2CN(CCOC21)CC=2C=NC(=NC2)OC)N2CCCC1=CC(=CC=C21)F 9-chloro-7-(6-fluoro-3,4-dihydroquinolin-1(2H)-yl)-4-((2-methoxypyrimidin-5-yl)methyl)-2,3,4,5-tetrahydrobenzo[f][1,4]oxazepine